3-(5-(4-(2-(3,3-Difluoropiperidin-4-yl)-2-azaspiro[3.3]heptan-6-yl)piperazin-1-yl)-3-methyl-2-oxo-2,3-dihydro-1H-benzo[d]imidazol-1-yl)piperidine-2,6-dione trifluoroacetate FC(C(=O)O)(F)F.FC1(CNCCC1N1CC2(C1)CC(C2)N2CCN(CC2)C2=CC1=C(N(C(N1C)=O)C1C(NC(CC1)=O)=O)C=C2)F